N[C@@H]1[C@H]([C@H]([C@H](O[C@H]1OCCOC)CO)O)O (2R,3R,4R,5R,6R)-5-amino-2-(hydroxymethyl)-6-(2-methoxyethoxy)tetrahydro-2H-pyran-3,4-diol